1-((4-(3-(2-fluorophenyl)-1-methyl-1H-pyrazol-4-yl)-7-methoxypyrido[3,2-d]pyrimidin-6-yl)carbamoyl)-3-azabicyclo[3.1.0]hexane-3-carboxylic acid tert-butyl ester C(C)(C)(C)OC(=O)N1CC2(CC2C1)C(NC=1C(=CC=2N=CN=C(C2N1)C=1C(=NN(C1)C)C1=C(C=CC=C1)F)OC)=O